N-(2-Amino-4-((4-(trifluoromethyl)benzyl)amino)phenyl)dodecanamid NC1=C(C=CC(=C1)NCC1=CC=C(C=C1)C(F)(F)F)NC(CCCCCCCCCCC)=O